COC1=C2C(=NC(N(C2=CC(=C1)C(F)(F)F)C1=CC=CC=C1)=O)NCCOC 5-Methoxy-4-((2-methoxyethyl)amino)-1-phenyl-7-(trifluoromethyl)quinazolin-2(1H)-one